BrC1=CC=2N(C(=CC2S1)C1=NC2=C(N1C)C(=CC(=C2)C(=O)N2[C@@H]1CC[C@H](C2)[C@H]1NC(OC(C)(C)C)=O)OC)CC1CC1 tert-Butyl ((1R,4R,7R)-2-(2-(2-bromo-4-(cyclopropylmethyl)-4H-thieno[3,2-b]pyrrol-5-yl)-7-methoxy-1-methyl-1H-benzo[d]imidazole-5-carbonyl)-2-azabicyclo[2.2.1]heptan-7-yl)carbamate